3,10-diphenylperylene C1(=CC=CC=C1)C=1C=CC=2C=3C=CC(=C4C=CC=C(C5=CC=CC1C52)C43)C4=CC=CC=C4